5-ethynyl-6-fluoro-4-(8-fluoro-2-(((2R,7aS)-2-fluorotetrahydro-1H-pyrrolizin-7a(5H)-yl)methoxy)-4-(methyl(spiro[2.3]hexan-1-yl)amino)pyrido[4,3-d]pyrimidin-7-yl)naphthalen-2-ol C(#C)C1=C2C(=CC(=CC2=CC=C1F)O)C1=C(C=2N=C(N=C(C2C=N1)N(C1CC12CCC2)C)OC[C@]21CCCN1C[C@@H](C2)F)F